C(C1=CC=CC=C1)OC1=CC(=C(C=C1)NC(=O)C1=C(C=NN1CC1CN(CCO1)C(CC(C)C)=O)Cl)C N-(4-(benzyloxy)-2-methylphenyl)-4-chloro-1-((4-(3-methylbutanoyl)morpholin-2-yl)methyl)-1H-pyrazole-5-carboxamide